4-[(tert-butyl)amino]-1-(2-chloro-phenyl)-7-(trifluoromethyl)pyrido-[2,3-d]pyrimidin-2(1H)-one C(C)(C)(C)NC=1C2=C(N(C(N1)=O)C1=C(C=CC=C1)Cl)N=C(C=C2)C(F)(F)F